(2R,3R)-dihydroquercetin 3-O-acetate C(C)(=O)O[C@@H]1[C@H](OC=2C=C(C=C(C2C1=O)O)O)C1=CC(O)=C(O)C=C1